2-(isopropylsulfonyl)-N-((2-(trifluoromethyl)pyridin-3-yl)methyl)pyrido[2,3-d]pyrimidin-4-amine C(C)(C)S(=O)(=O)C=1N=C(C2=C(N1)N=CC=C2)NCC=2C(=NC=CC2)C(F)(F)F